BrC=1C=C(C(=C(C1)C(=O)N1CCC(=CC1)F)N[C@H]1CN(CCC1)CC1=CN=CC(=C1)NC)[N+](=O)[O-] (R)-(5-bromo-2-((1-(5-(methylamino)nicotinyl)piperidin-3-yl)amino)-3-nitrophenyl)(4-fluoro-3,6-Dihydropyridin-1(2H)-yl)methanone